N-(2-(2-amino-6-hydroxy-9H-purin-9-yl)ethyl)-3-ethyl-1H-pyrazole-5-carboxamide NC1=NC(=C2N=CN(C2=N1)CCNC(=O)C1=CC(=NN1)CC)O